N1C=C(C2=CC=CC=C12)CC(=O)NC=1[Se]C(=CN1)C(=O)NC1=CC=C(C=C1)Br 2-(3-indoleacetamido)-N-(4-bromophenyl)-1,3-selenazole-5-carboxamide